4-p-coumaroylquinic acid C1[C@H](C([C@@H](CC1(C(=O)O)O)O)OC(=O)/C=C/C2=CC=C(C=C2)O)O